BUTANETETRACARBOXYLIC ACID C(C(C(CC(=O)O)C(=O)O)C(=O)O)C(=O)O